1-cyclopentyl-1H-pyrazol-5-amine C1(CCCC1)N1N=CC=C1N